ClCCN(C(=O)N)N=O 2-chloroethyl-nitrosourea